Cl.N[C@@]1([C@H](CC[C@H](C1)CCB(O)O)O)C(=O)O |r| rac-(1S,2S,5R)-1-amino-5-(2-boronoethyl)-2-hydroxycyclohexane-1-carboxylic acid hydrochloride